[Si](C1=CC=CC=C1)(C1=CC=CC=C1)(C(C)(C)C)OCC12CC(CN2C[C@@H](C1)F)F (2R)-7a-(((tert-Butyldiphenylsilyl)oxy)methyl)-2,6-difluorohexahydro-1H-pyrrolizine